FC1(CCC2=C1N=C(N=C2C=2C=C(CNS(=O)(=O)C)C=CC2)N2[C@H]([C@@H](C2)O)C)F N-(3-(7,7-difluoro-2-((2S,3R)-3-hydroxy-2-methylazetidin-1-yl)-6,7-dihydro-5H-cyclopenta[d]pyrimidin-4-yl)benzyl)methanesulfonamide